2,2'-methylenebis(4-chloro-6-isopropylphenol) C(C1=C(C(=CC(=C1)Cl)C(C)C)O)C1=C(C(=CC(=C1)Cl)C(C)C)O